6-fluoro-4-(hydroxyimino)chroman-2-carboxylic acid FC=1C=C2C(CC(OC2=CC1)C(=O)O)=NO